5-(2-dimethylamino-ethoxy)-pyridin-2-ylamine CN(CCOC=1C=CC(=NC1)N)C